2,3-dimethyl-9,10-dibenzyloxyanthracene CC1=CC2=C(C3=CC=CC=C3C(=C2C=C1C)OCC1=CC=CC=C1)OCC1=CC=CC=C1